CC1=C(C2=C(S1)C=CC=C2)C2=C(C(C(C2(F)F)(F)F)(F)F)C=2C1=C(SC2C)C=CC=C1 1,2-bis[2-methylbenzo[b]thiophen-3-yl]-3,3,4,4,5,5-hexafluoro-1-cyclopentene